2-(2-(2-(difluoromethoxy)-7-methylquinoxalin-5-yl)-4-methylthiazol-5-yl)phenol FC(OC1=NC2=CC(=CC(=C2N=C1)C=1SC(=C(N1)C)C1=C(C=CC=C1)O)C)F